(S)-2-methyl-4-((tetrahydrofuran-3-yl)oxy)aniline CC1=C(N)C=CC(=C1)O[C@@H]1COCC1